zinc thiodicarboxamide S(C(=O)N)C(=O)N.[Zn]